2-cyclopropyl-6-{[(3S)-3-fluoropyrrolidin-1-yl]methyl}pyrimidine-4-carboxylic acid C1(CC1)C1=NC(=CC(=N1)C(=O)O)CN1C[C@H](CC1)F